FC=1C=CC(=NC1)[C@H](C)N1N=C(C2=C1N=C(NC2=O)[C@@H]2[C@@H](CC2)C2=NC=CC=N2)C#N 1-((S)-1-(5-fluoropyridin-2-yl)ethyl)-4-oxo-6-((1S,2R)-2-(pyrimidin-2-yl)cyclobutyl)-4,5-dihydro-1H-pyrazolo[3,4-d]pyrimidine-3-carbonitrile